C1(=CC=CC=C1)N(C(=O)N1[C@@H]([C@H]2CC[C@@H](C1)N2C(N(CC2=C(C=CC=C2)C)C)=O)C(=O)O)C2=CC=CC=C2 (1R,2S,5S)-3-(diphenylcarbamoyl)-8-(methyl-(2-methylbenzyl)carbamoyl)-3,8-diazabicyclo[3.2.1]octane-2-carboxylic acid